NC1=NC(=NC=C1C(F)(F)F)C1=C(C=C2C(N(C=NC2=C1)CCC[C@H](C)NC=1C=NNC(C1C(F)(F)F)=O)=O)F 7-[4-amino-5-(trifluoromethyl)pyrimidin-2-yl]-6-fluoro-3-[(4S)-4-[[6-oxo-5-(trifluoromethyl)-1H-pyridazin-4-yl]amino]pentyl]quinazolin-4-one